5-aminohexahydroisophthalic acid methyl ester COC(C1CC(C(=O)O)CC(C1)N)=O